ClC1=CN=C(S1)C=1C=C(C(=O)N[C@H](C)C2=NC=C(N=C2)C)C=C(C1)OC1CCOCC1 3-(5-chloro-1,3-thiazol-2-yl)-N-[(1R)-1-(5-methylpyrazin-2-yl)ethyl]-5-(tetrahydro-2H-pyran-4-yloxy)benzamide